2-(2H-benzotriazol-2-yl)-4-(tert-butyl)-6-(sec-butyl)phenol N=1N(N=C2C1C=CC=C2)C2=C(C(=CC(=C2)C(C)(C)C)C(C)CC)O